Ethyl 1-(2-((tert-butyldimethylsilyl) oxy) ethyl)-3-(4-fluorophenyl)-1H-pyrazole-5-carboxylate [Si](C)(C)(C(C)(C)C)OCCN1N=C(C=C1C(=O)OCC)C1=CC=C(C=C1)F